(R)-3-(7-methyl-1H-indazol-5-yl)-2-(4-(2-oxo-1,2,5,7-tetrahydrothieno[3,4-b]pyridin-3-yl)piperidine-1-carboxamido)propanoic acid methyl ester COC([C@@H](CC=1C=C2C=NNC2=C(C1)C)NC(=O)N1CCC(CC1)C1=CC2=C(NC1=O)CSC2)=O